C(C)(=O)C=1C=C(C=CC1)NC(=O)NC=1C(=C2C(N(C=NC2=CC1)CCOC)=O)C=1CCNCC1 1-(3-acetylphenyl)-3-(3-(2-methoxyethyl)-4-oxo-5-(1,2,3,6-tetrahydropyridin-4-yl)-3,4-dihydroquinazolin-6-yl)urea